Benzyl ((1s,4s)-4-(trimethylsilyl)cyclohexyl)carbamate C[Si](C1CCC(CC1)NC(OCC1=CC=CC=C1)=O)(C)C